6-METHOXY-N-(2-FLUOROPHENYL)-2-(TRIFLUOROMETHYL)-1H-IMIDAZO[4,5-B]PYRAZIN-5-AMINE COC1=C(N=C2C(=N1)NC(=N2)C(F)(F)F)NC2=C(C=CC=C2)F